2-{methyl[2-(4-{[(3R)-1-methylpyrrolidin-3-yl]oxy}pyridin-2-yl)-5H,6H,7H-cyclopenta[d]pyrimidin-4-yl]amino}-N-[1-(trifluoromethyl)cyclopropyl]acetamide CN(CC(=O)NC1(CC1)C(F)(F)F)C=1C2=C(N=C(N1)C1=NC=CC(=C1)O[C@H]1CN(CC1)C)CCC2